2,6-dinaphthylthiophenol C1(=CC=CC2=CC=CC=C12)C1=C(C(=CC=C1)C1=CC=CC2=CC=CC=C12)S